C(#N)CC(CO)NC(=S)NC 1-[1-(cyanomethyl)-2-hydroxy-ethyl]-3-methyl-thiourea